2-((4-bromophenyl)(methyl)amino)-5-hydroxybenzoic acid methyl ester COC(C1=C(C=CC(=C1)O)N(C)C1=CC=C(C=C1)Br)=O